N-(6-butyl-1H-benzo[d]imidazol-2-yl)-2-phenylacetamide C(CCC)C=1C=CC2=C(NC(=N2)NC(CC2=CC=CC=C2)=O)C1